CC1(CCC(CO1)NC(C1=NC(=CC(=C1)C)N1C=NC=C1)=O)C N-(6,6-Dimethyltetrahydro-2H-pyran-3-yl)-6-(1H-imidazol-1-yl)-4-methylpicolinamide